4-oxooctahydro-6H-3,6-methanopyrrolo[3,2-c]pyridine O=C1NC2CC3C1C(CN3)C2